O=S1(N(CCC1)CC=1C=C(C=NC1)C=1C=C2CCC(N(C2=CC1)C)=O)=O 6-[5-(1,1-Dioxo-1λ6-isothiazolidin-2-ylmethyl)-pyridin-3-yl]-1-methyl-3,4-dihydro-1H-quinolin-2-one